C12=CC=C(N1)C=C1C=CC(=N1)C=C1C=CC(N1)=CC=1C=CC(N1)=C2.[Ir+3] iridium(III) porphyrin